C(#N)C1=NNC2=CC(=CC=C12)/C=C/C(=O)NC1=C(C(=CC=C1)F)C (E)-3-(3-cyano-1H-indazol-6-yl)-N-(3-fluoro-2-methylphenyl)acrylamide